COC1=CC=C(CC(C(=O)N)CC2=CC=CC=C2)C=C1 (4-methoxybenzyl)-3-phenylpropionamide